C(C)(C)(C)C1CCC(CC1)O 4-(tert-butyl)cyclohexan-1-ol